ClC1=CC=C(CS(=O)C=2OC3=C(N2)C(=CC=C3F)F)C=C1 2-((4-chlorobenzyl)sulfinyl)-4,7-difluorobenzo[d]oxazole